FC1=C(C=CC=C1F)C1=CC(=CC=C1)C[C@@H]1N(CC([C@@H]1NS(=O)(=O)CC)(F)F)C(=O)[C@@H]1OCCC1 N-{(2S,3R)-2-[(2',3'-difluoro[1,1'-biphenyl]-3-yl)methyl]-4,4-difluoro-1-[(2R)-oxolane-2-carbonyl]pyrrolidin-3-yl}ethanesulfonamide